NC1=NN(C2=NC=3CC(CCC3C=C21)(C)C)C(=O)C2=C(C=CC=C2)OC (3-amino-7,7-dimethyl-5,6,7,8-tetrahydro-1H-pyrazolo[3,4-b]quinolin-1-yl)(2-methoxyphenyl)methanone